C(C)(C)(C)OC(=O)N1C[C@@H](CC1)N(CCCCC1N(C2=NC=CC=C2CC1)C(=O)OCC)C ethyl 2-(4-(((R)-1-(tert-butoxycarbonyl)pyrrolidin-3-yl)(methyl)amino)butyl)-3,4-dihydro-1,8-naphthyridine-1(2H)-carboxylate